(R)-2,5,7-trimethyl-6-((1-(4-(6-((3-(methylsulfonyl)azetidin-1-yl)methyl)pyridazin-3-yl)phenyl)pyrrolidin-3-yl)oxy)-[1,2,4]triazolo[1,5-a]pyrimidine CC1=NN2C(N=C(C(=C2C)O[C@H]2CN(CC2)C2=CC=C(C=C2)C=2N=NC(=CC2)CN2CC(C2)S(=O)(=O)C)C)=N1